C(C)(C)(C)C1CCC(CC1)CN1C(N(C[C@H]1[C@@H](C)O)[C@@H](CN1[C@@H](CCC1)CN1C(NC[C@H]1C(C)C)=N)CC1=CC=CC=C1)=N (R)-1-((S)-3-((4-(tert-butyl)cyclohexyl)methyl)-2-imino-1-((R)-1-((S)-2-(((R)-2-imino-5-isopropylimidazolidin-1-yl)methyl)pyrrolidin-1-yl)-3-phenylpropan-2-yl)imidazolidin-4-yl)ethanol